3-(6-amino-2-((dimethylamino)methyl)pyridin-3-yl)cyclopentan-1-ol NC1=CC=C(C(=N1)CN(C)C)C1CC(CC1)O